8-((3S,5S)-3,5-dimethylpiperazin-1-yl)-2-methyl-N-(1-methylcyclopropyl)-4-(2-methyloxazol-5-yl)quinazoline-6-sulfonamide C[C@H]1CN(C[C@@H](N1)C)C=1C=C(C=C2C(=NC(=NC12)C)C1=CN=C(O1)C)S(=O)(=O)NC1(CC1)C